ethyl 3-amino-6,7-dihydro-5H-cyclopenta[b]thieno[3,2-e]pyridine-2-carboxylate NC1=C(SC2=C1C=C1C(=N2)CCC1)C(=O)OCC